5-ethyl-5-methyl-N-((S)-5-methyl-4-oxo-2,3,4,5-tetrahydrobenzo[b][1,4]oxazepin-3-yl)-1,4,5,7-tetrahydropyrano[3,4-c]pyrazole-3-carboxamide C(C)C1(CC2=C(NN=C2C(=O)N[C@@H]2C(N(C3=C(OC2)C=CC=C3)C)=O)CO1)C